ClC1=C(C=CC(=C1)Cl)C1=CC=CC=2N1N=CN2 5-(2,4-dichlorophenyl)-[1,2,4]triazolo[1,5-a]pyridine